N1N=NN=C1C1=C(C=CC=C1)C1=CC(=CC(=N1)N(CC(C)C)CC1=CC=CC=C1)NC1=NC=C(C=N1)CCC 6-(2-(1H-tetrazol-5-yl)phenyl)-N2-benzyl-N2-isobutyl-N4-(5-propylpyrimidin-2-yl)pyridine-2,4-diamine